ethyl 1-(4-((benzylcarbamoyl)(trans-4-((5-cyanopyridin-2-yl)amino)cyclohexyl) amino)phenyl)-1H-pyrazole-4-carboxylate C(C1=CC=CC=C1)NC(=O)N(C1=CC=C(C=C1)N1N=CC(=C1)C(=O)OCC)[C@@H]1CC[C@H](CC1)NC1=NC=C(C=C1)C#N